C1(CC1)N1CC2=CC=C(C=C2C1=O)OC1CCN(CC1)C1=NC=2N(C=C1C)C(NN2)=O 7-(4-((2-cyclopropyl-3-oxoisoindolin-5-yl)oxy)piperidin-1-yl)-6-methyl-[1,2,4]triazolo[4,3-a]pyrimidin-3(2H)-one